(S)-N-(1-((3-fluoro-4-(7-oxo-6,7-dihydro-1H-pyrrolo[2,3-c]pyridin-4-yl)phenyl)amino)-1-oxo-3,3-diphenylpropan-2-yl)-1-methyl-1H-pyrazole-5-carboxamide FC=1C=C(C=CC1C=1C2=C(C(NC1)=O)NC=C2)NC([C@H](C(C2=CC=CC=C2)C2=CC=CC=C2)NC(=O)C2=CC=NN2C)=O